ClC1=NC=C(C(=N1)Cl)I 2,4-dichloro-5-iodo-pyrimidine